tert-butyl (2S,4R)-2-methyl-4-((methylsulfonyl)oxy)piperidine-1-carboxylate C[C@@H]1N(CC[C@H](C1)OS(=O)(=O)C)C(=O)OC(C)(C)C